FC1(CC(C1)[C@@](O)([2H])C1=CC=2C(=NC(=CC2)C2=CC=3C(N=C2)=NN(C3)C)S1)F (S)-(3,3-difluorocyclobutyl)(6-(2-methyl-2H-pyrazolo[3,4-b]pyridin-5-yl)thieno[2,3-b]pyridin-2-yl)methan-d-ol